ClC1=C(/C=C/S(=O)(C2=NC=CC=C2OC)=N)C=CC=C1 (E)-(2-chlorostyryl)(imino)(3-methoxypyridin-2-yl)-lambda6-sulfanone